N-[2-(2-aminoethoxy)ethyl]-2-fluoro-4-[[3-[1-(2-fluoroethyl)-3-(trifluoromethyl)pyrazol-4-yl]imidazo[1,2-a]pyrazin-8-yl]amino]-6-methylbenzamide NCCOCCNC(C1=C(C=C(C=C1C)NC=1C=2N(C=CN1)C(=CN2)C=2C(=NN(C2)CCF)C(F)(F)F)F)=O